FC(C=1C=C(C(=NC1)C1CC(=NO1)N1C[C@H](C(C1)(F)F)NS(=O)(=O)C)C1=C(C=C(C=C1F)F)F)F N-[(3R)-1-{5-[5-(difluoromethyl)-3-(2,4,6-trifluorophenyl)pyridin-2-yl]-4,5-dihydro-1,2-oxazol-3-yl}-4,4-difluoropyrrolidin-3-yl]methanesulfonamide